3-aminopiperidine-2,6-dione-TFA salt OC(=O)C(F)(F)F.NC1C(NC(CC1)=O)=O